S1CN[C@@H](C1)C(=O)N (R)-thiazolidine-4-carboxamide